N-tert-butyl-3,5-dichloro-4-(2-chloroethoxy)-N-[4-[(4-methylsulfonyl-oxazol-5-yl)-methoxy]-phenyl]aniline C(C)(C)(C)N(C1=CC(=C(C(=C1)Cl)OCCCl)Cl)C1=CC=C(C=C1)OCC1=C(N=CO1)S(=O)(=O)C